1,5-Diaminonaphthalin NC1=CC=CC2=C(C=CC=C12)N